CN(CC(CC(C(C)C)N1CC2(C1)CN(CC2)C=2N=CN=NC2OC2=C(C(=O)N(C(C)C)CC)C=C(C=C2)F)OC)C 2-((5-(2-((3x-R,5x-S)-6-(dimethylamino)-5-methoxy-2-methylhexan-3-yl)-2,6-diazaspiro[3.4]oct-6-yl)-1,2,4-triazin-6-yl)oxy)-N-ethyl-5-fluoro-N-isopropylbenzamide